FC1=CC=C(C=C1)C1=C(CCC(C1)(C)C)C(=O)N1CCC2(CN(C2)CC=2C=C3CN(C(C3=CC2)=O)C2C(NC(CC2)=O)=O)CC1 3-(5-((7-(4'-fluoro-5,5-dimethyl-3,4,5,6-tetrahydro-[1,1'-biphenyl]-2-carbonyl)-2,7-diazaspiro[3.5]nonan-2-yl)methyl)-1-oxoisoindolin-2-yl)piperidine-2,6-dione